4-cyclopropylamino-6-(2-fluoro-phenyl)-2-methylsulfonyl-pyrimidine-5-carbaldehyde C1(CC1)NC1=NC(=NC(=C1C=O)C1=C(C=CC=C1)F)S(=O)(=O)C